4-(1H-1,2,4-triazole-1-ylmethyl)aniline N1(N=CN=C1)CC1=CC=C(N)C=C1